4-acetylimidazole C(C)(=O)C=1N=CNC1